FC(C=1C=C(OC2CC3(CC(C3)N)C2)C=CC1)(F)F 6-(3-(trifluoromethyl)phenoxy)spiro[3.3]heptan-2-amine